ClCCOC=1C=CC=C(C#N)C1 5-(2-chloro-ethoxy)benzonitrile